C[Si](C)(CC[Si](C)(C)C=C)C=C 1,4-divinyl-1,1,4,4-tetramethyldisilylethane